C1(=CC=CC=C1)ON(P(=O)(O)O)C1=CC=CC=C1 Diphenyl-phosphonohydroxylamine